fluorantheneamine C1(=CC=C2C=CC=C3C4=CC=CC=C4C1=C23)N